C1(=CC(=CC=C1)C1=CC(=CC=2CNS(OC21)(=O)=O)F)C2=CC=CC=C2 8-([1,1'-biphenyl]-3-yl)-6-fluoro-3,4-dihydrobenzo[e][1,2,3]oxathiazine 2,2-dioxide